4-ethylhexyl-amino-N,N-diethylacetamide C(C)C(CCCC(C(=O)N(CC)CC)N)CC